6-(azetidin-1-yl)-4-fluoro-N-(4-methylnaphthalene-1-sulfonyl)-1-benzofuran-2-carboxamide N1(CCC1)C1=CC2=C(C=C(O2)C(=O)NS(=O)(=O)C2=CC=C(C3=CC=CC=C23)C)C(=C1)F